C(C(C)(C)C)(=O)OC(CC(C=1C=NC=C(C1)F)O[Si](C)(C)C(C)(C)C)C1=NC(=NN1C1OCCCC1)Br 1-(3-bromo-1-(tetrahydro-2H-pyran-2-yl)-1H-1,2,4-triazol-5-yl)-3-((tertbutyldimethylsilyl)oxy)-3-(5-fluoropyridin-3-yl)propyl pivalate